(R)-4-(tert-butoxycarbonyl)-1,4-oxazepane-2-carboxylic acid C(C)(C)(C)OC(=O)N1C[C@@H](OCCC1)C(=O)O